Cl.O1COC2=C1C=CC=C2CN2[C@H](CCCC2)C(=O)O (R)-1-(Benzo[d][1,3]dioxol-4-ylmethyl)piperidine-2-carboxylic acid hydrochloride